C(C)(C)(C)OC(=O)N1CC(C1)C1=CC=C(C=C1)N1N=CC2=CC(=C(C(=C12)F)OCC1=CC=CC=C1)F 3-(4-(6-(benzyloxy)-5,7-difluoro-1H-indazol-1-yl)phenyl)azetidine-1-carboxylic acid tert-butyl ester